ClC1=C(C(=CC=C1)NC1=NC(=NC=C1Cl)NC1=C(C=C(C(=C1)CC)N1CCC2(CC(C2)N(C)C)CC1)OC)P(C)(C)=O (2-chloro-6-((5-chloro-2-((4-(2-(dimethylamino)-7-azaspiro[3.5]nonane-7-yl)-5-ethyl-2-methoxyphenyl)amino)pyrimidin-4-yl)amino)phenyl)dimethylphosphine oxide